2-[[1-[(2-Chlorophenyl)methyl]-5-(3-ethoxyphenyl)pyrazol-3-yl]methoxy]-2-methyl-propanoic acid ClC1=C(C=CC=C1)CN1N=C(C=C1C1=CC(=CC=C1)OCC)COC(C(=O)O)(C)C